2-(3-chloro-4-fluorophenyl)-2-methyl-4-hydroxy-5-amino-3(2H)-furanone ClC=1C=C(C=CC1F)C1(OC(=C(C1=O)O)N)C